COC(C1=C(C(=CC=C1CC)Br)F)=O 3-Bromo-6-ethyl-2-fluorobenzoic acid methyl ester